tert-Butyl 6-(2,6-dioxopiperidin-3-yl)-5,7-dioxo-2,6-diazaspiro[3.4]octane-2-carboxylate O=C1NC(CCC1N1C(C2(CN(C2)C(=O)OC(C)(C)C)CC1=O)=O)=O